N-(2-chloro-5-(3-cyano-4-((2-hydroxy-1-phenylethyl)amino)quinolin-6-yl)pyridin-3-yl)methanesulfonamide ClC1=NC=C(C=C1NS(=O)(=O)C)C=1C=C2C(=C(C=NC2=CC1)C#N)NC(CO)C1=CC=CC=C1